Cl.C(C)(C)(C)C1=CC=C(CN2CCN(CC2)C2=C(C=C(C=C2)F)C(F)(F)F)C=C1 1-(4-(tert-butyl)benzyl)-4-(4-fluoro-2-(trifluoromethyl)phenyl)piperazine hydrochloride